ClC1=C(C=C(C=C1)C1=NN(C(=N1)C(C(=O)NCC1=CC(=CC(=C1)Cl)Cl)(F)F)CC)F 2-[3-(4-chloro-3-fluorophenyl)-1-ethyl-1H-1,2,4-triazol-5-yl]-N-[(3,5-dichlorophenyl)methyl]-2,2-difluoroacetamide